N(C1=CC=CC=C1)C(C(C(=O)O)O)(O)C(=O)O aniline-tartaric acid